F[C@H]1[C@@H](N(C1)C=1N=C(C2=C(N1)CCC2)C=2C=C(C=CC2)NS(=O)(=O)C)C N-(3-(2-((2S,3R)-3-fluoro-2-methylazetidin-1-yl)-6,7-dihydro-5H-cyclopenta[d]pyrimidin-4-yl)phenyl)methanesulfonamide